C(C1=CC=CC=C1)OC=1C(=NC(=CC1)C)C(=O)C1=NC=CC=C1 (3-(benzyloxy)-6-methylpyridin-2-yl)(pyridin-2-yl)methanone